(S)-3-(4-(benzyloxy)phenyl)2-propanamidopropionic acid C(C1=CC=CC=C1)OC1=CC=C(C=C1)C[C@@H](C(=O)O)NC(CC)=O